C1(=CC=CC=C1)C(=CCN(S(=O)(=O)C)[C@H](C)C1=CC=C(C=C1)OC)C1=CC=CC=C1 (R)-N-(3,3-diphenylallyl)-N-(1-(4-methoxyphenyl)ethyl)methanesulfonamide